(4-(2-methoxyphenyl)piperazin-1-yl)-3-(m-tolyloxy)propan-2-ol COC1=C(C=CC=C1)N1CCN(CC1)CC(COC=1C=C(C=CC1)C)O